CN1C(N(C2=C1C=C(C=C2)CCCOC2CCN(CC2)C2CC(C2)C(=O)N2CCNCC2)C2C(NC(CC2)=O)=O)=O 3-{3-methyl-2-oxo-5-[3-({1-[(1R,3R)-3-(piperazine-1-carbonyl)cyclobutyl]piperidin-4-yl}oxy)propyl]-1,3-benzodiazol-1-yl}piperidine-2,6-dione